9-anthracenecarboxaldehyde C1=CC=CC2=CC3=CC=CC=C3C(=C12)C=O